C(=O)C1(CC(CN)=CC=C1)F 3-formyl-(3-fluorobenzylamine)